C(C)C=1OC(OC1CC)=O 4,5-diethyl-1,3-dioxol-2-one